(R)-cyclopropyl(2-(4-(4-fluoropyrazolo[1,5-a]pyridin-2-yl)-1,4,6,7-tetrahydro-5H-imidazo[4,5-c]pyridin-5-yl)pyrimidin-5-yl)methanone C1(CC1)C(=O)C=1C=NC(=NC1)N1[C@H](C2=C(CC1)NC=N2)C2=NN1C(C(=CC=C1)F)=C2